FC1=C(C=CC=C1)NC=1SC(=CN1)C1=CC=C(C=C1)OC1=C2N=CN(C2=NC=N1)CC(C)C N-(2-fluorophenyl)-5-(4-((9-isobutyl-9H-purin-6-yl)oxy)phenyl)thiazol-2-amine